C(N(CC(=O)[O-])CC(=O)O)CN(CC(=O)[O-])CC(=O)[O-].[Na+].[Zn+2] zinc sodium edetate